C(C(C)C)(=O)OCC(C(C(C)C)O)(C)C 2,2,4-trimethyl-3-hydroxypentanol isobutyrate